4,6'-Dimethyl-N-(6-methylpyrazin-2-yl)-[3,4'-bipyridine]-2'-carboxamide CC1=C(C=NC=C1)C1=CC(=NC(=C1)C)C(=O)NC1=NC(=CN=C1)C